C(C)(=O)OC1CN(CCC1)C(=O)C1COC1 1-(oxetane-3-carbonyl)piperidin-3-yl acetate